ClC=1N=NC=CC1C 3-chloro-4-methyl-pyridazine